N1CCC(CCC1)NC=1C=CC=2N(N1)C(=CN2)C2=CC(=CC=C2)C(F)(F)F N-(azepan-4-yl)-3-[3-(trifluoromethyl)phenyl]imidazo[1,2-b]pyridazin-6-amine